FC1=CC=C2C(=NC=NC2=C1)N1CC=2C=C(C=NC2CC1)C(F)(F)F 7-fluoro-4-[3-(trifluoromethyl)-7,8-dihydro-5H-1,6-naphthyridin-6-yl]quinazoline